(difluoro(7-(((3S,6S,10aS)-5-oxo-3-(3-(pyridin-3-yl)pyrrolidine-1-carbonyl)decahydropyrrolo[1,2-a]azocin-6-yl)carbamoyl)naphthalen-2-yl)methyl)phosphonic acid FC(C1=CC2=CC(=CC=C2C=C1)C(N[C@H]1CCCC[C@@H]2N(C1=O)[C@@H](CC2)C(=O)N2CC(CC2)C=2C=NC=CC2)=O)(F)P(O)(O)=O